(E)-(2-chlorostyryl)(3-fluoropyridin-4-yl)((trimethylsilyl)imino)-λ6-sulfanone ClC1=C(/C=C/S(=O)(=N[Si](C)(C)C)C2=C(C=NC=C2)F)C=CC=C1